4-[3-(4-cyano-3-trifluoromethylphenyl)-5,5-dimethyl-4-oxo-2-thioxo-imidazolidin-1-yl]-N-methylbenzamide C(#N)C1=C(C=C(C=C1)N1C(N(C(C1=O)(C)C)C1=CC=C(C(=O)NC)C=C1)=S)C(F)(F)F